BrC1=NC(=CC=C1C=O)Br 2,6-Dibromopyridine-3-carbaldehyde